CN1N=CC(=C1)C1=C(C(=NC(=N1)N)N1OCCC1C1=CC=CC=C1)C(F)(F)F (1-methyl-1H-pyrazol-4-yl)-4-(3-phenylisoxazolidin-2-yl)-5-(trifluoromethyl)pyrimidine-2-amine